tert-butyl 4-(4-bromophenyl)-4-(prop-2-yn-1-ylcarbamoyl)piperidine-1-carboxylate BrC1=CC=C(C=C1)C1(CCN(CC1)C(=O)OC(C)(C)C)C(NCC#C)=O